ClC=1C=C(C=C(C1OC1=NC=C(C(=C1)S(=O)(=O)C)OC)Cl)N1N=C(C(NC1=O)=O)C(F)F 2-[3,5-dichloro-4-[(5-methoxy-4-methylsulfonyl-2-pyridyl)oxy]phenyl]-6-(difluoromethyl)-1,2,4-triazine-3,5-dione